2-methyl-1,3-dimethylhexanol CC(C(O)C)C(CCC)C